C1=C(C=CC=2SC3=CC=CC=C3NC12)C(=C)C1=CC=C(C=C1)NC(=O)N N-(4-(1-(10H-phenothiazin-2-yl)vinyl)phenyl)urea